N[C@@H](CS(=O)CC=C)C(=O)O L-alliin